C1(=CC=CC=C1)C=1C=CC=2N(C3=CC=C(C=C3C2C1)C1=CC=CC=C1)C1=C(C(=C(C(=N1)N1C2=CC=C(C=C2C=2C=C(C=CC12)C)C)N1C2=CC=C(C=C2C=2C=C(C=CC12)C)C)C=1C=NC=CC1)N1C2=CC=C(C=C2C=2C=C(C=CC12)C)C 9,9',9''-(6'-(3,6-diphenyl-9H-carbazol-9-yl)-[3,4'-bipyridine]-2',3',5'-triyl)tris(3,6-dimethyl-9H-carbazole)